2-(3-(2,6-dioxopiperidin-3-yl)-1H-indazol-1-yl)-N-(1-methyl-3-(trifluoromethyl)-1H-pyrazol-4-yl)acetamide O=C1NC(CCC1C1=NN(C2=CC=CC=C12)CC(=O)NC=1C(=NN(C1)C)C(F)(F)F)=O